tert-butyl cyclobutylpropanoate C1(CCC1)C(C(=O)OC(C)(C)C)C